N1-(4-(t-butyl)phenyl)benzene-1,2-diamine C(C)(C)(C)C1=CC=C(C=C1)NC=1C(=CC=CC1)N